xylenol methylphosphonate CP(O)(O)=O.C1(C(C=CC=C1)C)(C)O